N-hydroxy-2-methylcyclohexane-3-ene-1-carboxamide ONC(=O)C1C(C=CCC1)C